C(C)(C)(C)C1=CC(=C(C=O)C(=C1)C)C 4-tert-butyl-2,6-dimethylbenzaldehyde